N1=CN=CC2=CC3=C(C=C12)CC(N3)=O 6,8-dihydro-7H-pyrrolo[2,3-g]quinazolin-7-one